(S)-1-butanol C(CCC)O